cyclopentyl-7,N-dimethyl-2-((5-(piperazin-1-yl)pyridin-2-yl)amino)-7H-pyrrolo[2,3-d]pyrimidine-6-carboxamide C1(CCCC1)C=1C2=C(N=C(N1)NC1=NC=C(C=C1)N1CCNCC1)N(C(=C2)C(=O)NC)C